ClC=1C=C(NC2(CCC3(C(=CC4=CC=CC=C34)I)CC2)C(=O)O)C=CC1 (1s,4s)-4-(3-Chloroanilino)-2'-iodospiro[cyclohexane-1,1'-indene]-4-carboxylic acid